NC(C)(C)C=1N=C(C(=NC1)C1CC(C1)C1=NN2C(=NC=3C(=CC=CC3C2=N1)Cl)NC(C)(C)C)C 2-((1r,3r)-3-(5-(2-aminopropan-2-yl)-3-methylpyrazin-2-yl)cyclobutyl)-N-(tert-butyl)-7-chloro-[1,2,4]triazolo[1,5-c]quinazolin-5-amine